FC1([C@H](C1)C1=NNC(=C1)NC([C@H](C)C=1C=NN(C1)C1=CC(=CC(=C1)F)F)=O)F (R)-N-(3-((R)-2,2-difluorocyclopropyl)-1H-pyrazol-5-yl)-2-(1-(3,5-difluorophenyl)-1H-pyrazol-4-yl)propanamide